ClC1=CC2=C(N(C(N2CC2=NC=C(C=C2)C=2OC(=NN2)C(F)F)=O)C2CCN(CC2)CC(CC)(F)F)C=C1 5-chloro-1-(1-(2,2-difluorobutyl)piperidine-4-yl)-3-((5-(5-(difluoromethyl)-1,3,4-oxadiazole-2-yl)pyridine-2-yl)methyl)-1,3-dihydro-2H-benzo[d]imidazole-2-one